COC=1C=C(C(=NC1)C=1C=C(C=CC1)[C@H](CC=C)NC(OC(C)(C)C)=O)NC([C@@H](C=C)C)=O tert-butyl N-[(1S)-1-(3-{5-methoxy-3-[(2R)-2-methylbut-3-enamido]pyridin-2-yl} phenyl)but-3-en-1-yl]carbamate